3-amino-3-[(1-ethoxy-3-hydroxy-1-oxobutan-2-yl)carbamoyl]propionic acid NC(CC(=O)O)C(NC(C(=O)OCC)C(C)O)=O